ClC=1C(=NC=C(C1)C(F)(F)F)CN 1-[3-Chloro-5-(trifluoromethyl)pyridin-2-yl]methanamine